FC1=C(C=CC(=C1)C)[C@H](C)NC(CN1N=C(C2=C(C1=O)N(N=C2)C2=CC=CC=C2)C)=O (S)-N-(1-(2-fluoro-4-methylphenyl)ethyl)-2-(4-methyl-7-oxo-1-phenyl-1,7-dihydro-6H-pyrazolo[3,4-d]pyridazin-6-yl)acetamide